O=C1NC(CCC1N1C(C2=CC=CC(=C2C1=O)NCC=1C=NN(C1)C1CCN(CC1)C(=O)C1CCC(CC1)CNC(C)=O)=O)=O N-((4-(4-(4-(((2-(2,6-dioxopiperidin-3-yl)-1,3-dioxoisoindolin-4-yl)amino)methyl)-1H-pyrazol-1-yl)piperidine-1-carbonyl)cyclohexyl)meth-yl)acetamide